C(C)(=O)NC1=CC(=C(C=C1)O)CN(CC)CC 4-acetamido-2-(diethylaminomethyl)-phenol